N-(2-(pyrrolidin-1-yl)-4-((4-(trifluoromethyl)benzyl)amino)phenyl)octanamide N1(CCCC1)C1=C(C=CC(=C1)NCC1=CC=C(C=C1)C(F)(F)F)NC(CCCCCCC)=O